2,4-bis(2,4-dihydroxyphenyl)-6-(4-methoxyphenyl)-1,3,5-triazine OC1=C(C=CC(=C1)O)C1=NC(=NC(=N1)C1=C(C=C(C=C1)O)O)C1=CC=C(C=C1)OC